OC1=C(C=C(C=C1)/C=C/C(=O)NCC=1N=NN(C1)CC1=CC(=CC=C1)F)OC (E)-3-(4-hydroxy-3-methoxyphenyl)-N-((1-(3-fluorobenzyl)-1H-1,2,3-triazol-4-yl)methyl)acrylamide